8-((2'-chloro-[1,1'-biphenyl]-4-yl)(cyclopropylmethyl)amino)-5-methyl-6-oxo-5,6-dihydro-1,5-naphthyridine-2-carbonitrile ClC1=C(C=CC=C1)C1=CC=C(C=C1)N(C1=CC(N(C=2C=CC(=NC12)C#N)C)=O)CC1CC1